6,7-difluoro-2-(trifluoromethyl)quinoline FC=1C=C2C=CC(=NC2=CC1F)C(F)(F)F